methacrolein methyl hemiacetal COC(C(C)=C)O